C(C1=CC(=C(C(=C1)COC)O)C)C1=CC(=C(C(=C1)COC)O)C 4,4'-methylenebis[2-methyl-6-methoxymethylphenol]